oxygen-hydrate O.[O]